OP(O)OP(O)O.C(C)(C)(C)C1=C(C(=CC(=C1)C)C(C)(C)C)C(O)(C(CO)(CO)CO)CC(CCCC)CC (2,6-di-tert-butyl-4-methylphenyl)2-ethylhexyl-pentaerythritol diphosphite